(R)-piperidine-3-carboxylic acid ethyl ester C(C)OC(=O)[C@H]1CNCCC1